2-(3-hydroxyazetidin-1-yl)quinolin OC1CN(C1)C1=NC2=CC=CC=C2C=C1